(((3-chloro-5-(cyclopropyl)-1-ethyl-1H-pyrazol-4-yl)methyl)sulfonyl)-5,5-dimethyl-4,5-dihydroisoxazole ClC1=NN(C(=C1CS(=O)(=O)C1=NOC(C1)(C)C)C1CC1)CC